2-(6-tert-butylpyridin-3-yl)-7-methyl-4-oxo-4H-pyrido[1,2-a]pyrimidine-3-carbonitrile C(C)(C)(C)C1=CC=C(C=N1)C=1N=C2N(C(C1C#N)=O)C=C(C=C2)C